N1CCC(CC1)N1C(N(CC1=O)C=1C=NC=C(C1)C(F)(F)F)=O 3-(piperidin-4-yl)-1-[5-(trifluoromethyl)pyridin-3-yl]imidazolidine-2,4-dione